[N-]=C=O.[N-]=C=O.C12C=CC(CC1)C2 norcamphene diisocyanate